1H-pyrazolo[3,4-b]pyrazine-5-methanol N1N=CC=2C1=NC=C(N2)CO